DIMETHYLETHYLENEDIAMINE CNCCNC